CC1=C(C=CC(=C1)C)SC1=C(C=CC=C1)Br (2,4-dimethylphenyl-mercapto)bromobenzene